ClC1=CC=C(CSC=2OC3=C(N2)C=CC(=C3F)F)C=C1 2-((4-chlorobenzyl)thio)-6,7-difluorobenzo[d]oxazole